C(C(=C)C)(=O)NC(C(C)C)S(=O)(=O)O methacrylamido-2-methylpropanesulfonic acid